The molecule is a member of the class of phenazines that is 5,10-dihydrophenazine substituted at position 1 by a carboxy group. It has a role as a bacterial metabolite. It is a member of phenazines and an aromatic carboxylic acid. It is a conjugate acid of a 5,10-dihydrophenazine-1-carboxylate. C1=CC=C2C(=C1)NC3=CC=CC(=C3N2)C(=O)O